6-[8-fluoro-6-(4-piperidyl)imidazo[1,2-a]pyridin-2-yl]-2,8-dimethyl-imidazo[1,2-b]pyridazine FC=1C=2N(C=C(C1)C1CCNCC1)C=C(N2)C=2C=C(C=1N(N2)C=C(N1)C)C